3-(2-methyl-6-piperidin-1-ylpyrimidin-4-yl)oxy-4-(4,5,6,7-tetrahydropyrazolo[3,4-c]pyridin-1-yl)benzonitrile CC1=NC(=CC(=N1)OC=1C=C(C#N)C=CC1N1N=CC2=C1CNCC2)N2CCCCC2